3-(tert-butyldimethylsilyloxy)cyclobutanecarboxamide [Si](C)(C)(C(C)(C)C)OC1CC(C1)C(=O)N